N-(2-(2,8-diazaspiro[4.5]decan-8-yl)ethyl)-4-((5-(3-(2-(pyridin-3-yl)ethyl)ureido)-2-(pyridin-4-yl)phenyl)ethynyl)benzamide C1NCCC12CCN(CC2)CCNC(C2=CC=C(C=C2)C#CC2=C(C=CC(=C2)NC(=O)NCCC=2C=NC=CC2)C2=CC=NC=C2)=O